FC(F)C1=NC(=CC(=C1)N1NC=C(N=C1N)C1=CC(=CC=C1)F)C 2-(difluoromethyl-6-methylpyridin-4-yl)-5-(3-fluorophenyl)-1,2,4-triazin-3-amine